NCC(=O)N1[C@@H](CCC1)C(=O)O Z-glycylproline